BrC1=CC(=C2C(N(C(C2=C1)=O)CC1=CC=C(C=C1)OC)C1=C(C=CC(=C1)F)Cl)NC(=O)N1C=C(C2=CC(=CC=C12)F)OC(C)=O N-(6-bromo-3-(2-chloro-5-fluorophenyl)-2-(4-methoxybenzyl)-1-oxoisoindolin-4-yl)-5-fluoro-3-acetoxy-indole-1-carboxamide